2-bromo-resveratrol BrC1=C(C=C(C=C1O)O)C=CC1=CC=C(O)C=C1